(1S,2R,3R,5R)-3-((R)-(4-chlorophenyl)(hydroxy)methyl)-5-((E)-4-hydrazineylidene-1,4-dihydro-7H-pyrrolo[2,3-d]pyrimidin-7-yl)cyclopentane-1,2-diol ClC1=CC=C(C=C1)[C@@H]([C@@H]1[C@H]([C@H]([C@@H](C1)N1C=CC\2=C1NC=N/C2=N/N)O)O)O